2,5-dichloro-3-methylpyridine ClC1=NC=C(C=C1C)Cl